9-methoxy-1,4,4-trimethyl-5H-[1,2,4]triazolo[4,3-a]quinoxaline COC=1C=CC=C2NC(C=3N(C12)C(=NN3)C)(C)C